tert-butyl (S,E)-(4-((1-((3-((3-carbamoyl-6-cyclopropyl-5-ethylpyrazin-2-yl)amino) phenethyl)amino)-1-oxopropan-2-yl)(methyl)amino)-4-oxobut-2-en-1-yl)(methyl)carbamate C(N)(=O)C=1C(=NC(=C(N1)CC)C1CC1)NC=1C=C(CCNC([C@H](C)N(C(/C=C/CN(C(OC(C)(C)C)=O)C)=O)C)=O)C=CC1